CC=1N(C2=CC(=CC=C2C1CN(C)C)C=O)C Dimethyl-3-((dimethylamino)methyl)-1H-indole-6-carbaldehyde